COC=1C(OC(=CC1N1[C@H]([C@@H](CC1)OC)COC)C(=O)NC=1SC(=NN1)N1N=CC=C1C)=O 3-Methoxy-4-((2S,3R)-3-methoxy-2-(methoxymethyl)pyrrolidin-1-yl)-N-(5-(5-methyl-1H-pyrazol-1-yl)-1,3,4-thiadiazol-2-yl)-2-oxo-2H-pyran-6-carboxamide